C(C)S(=O)(=O)C1=CC=C(N=N1)COC1=CC=C(C=C1)C=1N=CN(C1)C(=O)OC(C)(C)C tert-butyl 4-(4-((6-(ethylsulfonyl)pyridazin-3-yl)methoxy)phenyl)-1H-imidazole-1-carboxylate